N-(5-(5-amino-1H-pyrazol-1-yl)-1,3,4-thiadiazol-2-yl)-4-(3,5-dimethoxypyridin-4-yl)-3-(2-methoxyethoxy)-2-oxo-2H-pyran-6-carboxamide NC1=CC=NN1C1=NN=C(S1)NC(=O)C1=CC(=C(C(O1)=O)OCCOC)C1=C(C=NC=C1OC)OC